4-(4-propylphenyl)butyric acid C(CC)C1=CC=C(C=C1)CCCC(=O)O